1-(Chinolin-8-yl)ethan-1-on N1=CC=CC2=CC=CC(=C12)C(C)=O